1-[rac-(1R,2S)-2-cyclohexylcyclopropyl]-3-[(2-pyrazol-1-ylpyridin-4-yl)methyl]urea C1(CCCCC1)[C@H]1[C@@H](C1)NC(=O)NCC1=CC(=NC=C1)N1N=CC=C1 |r|